2-[2,2-dimethyl-1-(4,4,5,5-tetramethyl-1,3,2-dioxaborolan-2-yl)propyl]-4,4,5,5-tetramethyl-1,3,2-dioxaborolane CC(C(B1OC(C(O1)(C)C)(C)C)B1OC(C(O1)(C)C)(C)C)(C)C